CC1=C(C(=C(C1[Ti+3])C)C)C.CC1=C(C(=C(C1[Ti+3])C)C)C.[Mn+2] manganese (II) bis(tetramethylcyclopentadienyl-titanium)